[2-(1-chlorocyclopropyl)-3-(2-chlorophenyl)-2-hydroxypropyl]-1,2-dihydro-3H-1,2,4-triazole-3-thione ClC1(CC1)C(CN1NC(N=C1)=S)(CC1=C(C=CC=C1)Cl)O